Cl.ClC1=C(C=NC=C1)N1CCNCC1 1-(4-chloropyridin-3-yl)piperazine hydrochloride